N-(1-cyanocyclopropyl)-1'-((7-ethyl-6-carbonyl-5,6-dihydro-1,5-naphthyridin-3-yl)methyl)-1',2',3',6'-tetrahydro-[3,4'-bipyridine]-6-carboxamide C(#N)C1(CC1)NC(=O)C1=CC=C(C=N1)C=1CCN(CC1)CC=1C=NC=2C=C(C(NC2C1)=C=O)CC